(R,E)-2-methyl-N-(2-((1,1,1-trifluoro-2-methylpropan-2-yl)oxy)ethylidene)propane-2-sulfinamide CC(C)(C)[S@@](=O)/N=C/COC(C(F)(F)F)(C)C